O=C1N(C(CCC1N1C(C2=CC=C(C=C2C1)O[C@@H]1CN(CC[C@H]1F)C(=O)OC(C)(C)C)=O)=O)COCC[Si](C)(C)C |o1:17,22| tert-butyl (3R*,4R*)-3-((2-(2,6-dioxo-1-((2-(trimethylsilyl)ethoxy) methyl)piperidin-3-yl)-1-oxoisoindolin-5-yl)oxy)-4-fluoropiperidine-1-carboxylate